4-(4-((1R,5S)-3,8-diazabicyclo[3.2.1]octan-3-yl)-2-((2-(dimethylamino)-2-methylpropyl)amino)-8-fluoroquinazolin-7-yl)naphthalen-2-ol [C@H]12CN(C[C@H](CC1)N2)C2=NC(=NC1=C(C(=CC=C21)C2=CC(=CC1=CC=CC=C21)O)F)NCC(C)(C)N(C)C